ClC=1C(=NC(=CC1)C1=C(C=C(C=C1)C(COC)(F)F)Cl)C(=O)O 3-Chloro-6-(2-chloro-4-(1,1-difluoro-2-methoxyethyl)phenyl)picolinic acid